BrC=1C(=C(C=CC1)C(C(=O)O)C)F 2-(3-bromo-2-fluoro-phenyl)propanoic acid